3-((trifluoromethylsulfonyl)methyl)azetidine hydrobromide Br.FC(S(=O)(=O)CC1CNC1)(F)F